ClC1=C(C=NN1C1COC1)N 5-chloro-1-(oxetan-3-yl)-1H-pyrazol-4-amine